BrC=1C=2N(C=C(C1)C=1C=NN(C1C)[C@H]1CN(CC1)C(=O)OC(C)(C)C)N=CC2C#N tert-butyl (3R)-3-[4-(4-bromo-3-cyano-pyrazolo[1,5-a]pyridin-6-yl)-5-methyl-pyrazol-1-yl]pyrrolidine-1-carboxylate